N-(tert-butyl)-3-((2-((4-(2-chloroethoxy)phenyl)amino)-5-methylpyrimidin-4-yl)amino)benzenesulfonamide C(C)(C)(C)NS(=O)(=O)C1=CC(=CC=C1)NC1=NC(=NC=C1C)NC1=CC=C(C=C1)OCCCl